C(C)OCOC1=C(C(=CC(=C1)C)C)C1=CN=C(N=N1)N[C@H]1CN(CCC1)C(CO)C 2-((R)-3-((6-(2-(ethoxymethoxy)-4,6-dimethylphenyl)-1,2,4-triazin-3-yl)amino)piperidin-1-yl)propane-1-ol